2-amino-4-(3'-chloro-[1,1'-biphenyl]-3-yl)-6-phenylpyridine-3,5-dicarbonitrile NC1=NC(=C(C(=C1C#N)C=1C=C(C=CC1)C1=CC(=CC=C1)Cl)C#N)C1=CC=CC=C1